CC=1OC=CN1 2-methyloxazole